(6-chloropyridazin-3-yl)methanamine ClC1=CC=C(N=N1)CN